C(CCCCCCC\C=C/CCCCCCCC)[N+]1(C=NCC1)CCCCCCCC\C=C/CCCCCCCC Dioleyl-imidazolinium